S(=O)(=O)(OC([3H])([3H])[3H])C1=CC=C([N+](=O)[O-])C=C1 [3H3]methyl nosylate